BrC1=C2C=CC=CC2=CC2=CC=CC=C12 10-bromo-anthracene